6-chloro-3-(((R)-1-(2-cyano-7-methyl-3-((R)-3-(trifluoromethyl)piperidin-1-yl)quinoxalin-5-yl)ethyl)amino)picolinic acid ClC1=CC=C(C(=N1)C(=O)O)N[C@H](C)C1=C2N=C(C(=NC2=CC(=C1)C)C#N)N1C[C@@H](CCC1)C(F)(F)F